C(C)N1N=CC(=N1)C1=C2C=NN(C2=C(C=C1)C1=CC=C(N=N1)N(C1CC2CCC(C1)N2C(=O)OC(C)(C)C)C)COCC[Si](C)(C)C tert-butyl 3-({6-[4-(2-ethyl-1,2,3-triazol-4-yl)-1-{[2-(trimethylsilyl)ethoxy] methyl}indazol-7-yl]pyridazin-3-yl}(methyl)amino)-8-azabicyclo[3.2.1]octane-8-carboxylate